4-(azidomethyl)-1,1-difluorocyclohexane N(=[N+]=[N-])CC1CCC(CC1)(F)F